ClC=1N=C(C=2NC=3C=C(C=C(C3C2N1)F)F)N1CCCCC1 1-(2-chloro-7,9-difluoro-5H-pyrimido[5,4-b]indol-4-yl)piperidin